(4-methanesulfonylpyridin-3-yl)quinoxalin-6-amine CS(=O)(=O)C1=C(C=NC=C1)C1=NC2=CC=C(C=C2N=C1)N